FC(CCS(=O)(=O)NC1=NC=C(C=C1)C1=NC=2C=NC(=NC2N(C1=O)C(C)C)NC1CCC(CC1)N(C)CCF)(F)F 3,3,3-Trifluoro-N-(5-(2-(((1r,4r)-4-((2-fluoroethyl)(methyl)amino)cyclohexyl)amino)-8-isopropyl-7-oxo-7,8-dihydropteridin-6-yl)pyridin-2-yl)propane-1-sulfonamide